C(#C)C=1C=C2C(=NC=NC2=C(C1C1=CC=C(C2=C1N=C(S2)N)F)F)N2CCNCC2 4-[6-ethynyl-8-fluoro-4-(piperazin-1-yl)quinazolin-7-yl]-7-fluoro-1,3-benzothiazol-2-amine